(R)-3-(naphthalen-1-yl)-2-oxo-1-phenylimidazoline-4-carbonitrile C1(=CC=CC2=CC=CC=C12)N1C(N(C[C@@H]1C#N)C1=CC=CC=C1)=O